N-((1r,4r)-4-(((4-(((E)-2-(aminomethyl)-3-fluoroallyl)oxy)phenyl)sulfonyl)methyl)cyclohexyl)cyclopropanecarboxamide NC/C(/COC1=CC=C(C=C1)S(=O)(=O)CC1CCC(CC1)NC(=O)C1CC1)=C\F